NC1=NC=NN2C1=C(C=C2C2CCC(CC2)O)C2=C(C=C(C=C2)NC(=O)C=2C(N(N1C2COCC1)C1=NC=CC=C1)=O)F N-(4-(4-amino-7-((1r,4r)-4-hydroxycyclohexyl)pyrrolo[2,1-f][1,2,4]triazin-5-yl)-3-fluorophenyl)-2-oxo-1-(pyridin-2-yl)-2,4,6,7-tetrahydro-1H-pyrazolo[5,1-c][1,4]oxazine-3-carboxamide